N(=[N+]=[N-])C1CN(C1)C(CNC1=C2C(N(C(C2=CC=C1)=O)C1C(NC(CC1)=O)=O)=O)=O 4-([2-(3-azidoazetidin-1-yl)-2-oxoethyl]amino)-2-(2,6-dioxopiperidin-3-yl)-2,3-dihydro-1H-isoindole-1,3-dione